3-[(1R)-1-({3-chloro-6-[6-(diethylphosphoryl)pyridin-3-yl]-7-fluoro-2-methyl-1,5-naphthyridin-4-yl}amino)ethyl]-4-fluorobenzonitrile ClC=1C(=NC2=CC(=C(N=C2C1N[C@H](C)C=1C=C(C#N)C=CC1F)C=1C=NC(=CC1)P(=O)(CC)CC)F)C